(+)-(5-{[2-(4-Isopropylphenyl)imidazo[1,2-a]pyridin-3-yl]methyl}-2,5-diazabicyclo[2.2.2]oct-2-yl)(3-methoxyphenyl)methanone C(C)(C)C1=CC=C(C=C1)C=1N=C2N(C=CC=C2)C1CN1C2CN(C(C1)CC2)C(=O)C2=CC(=CC=C2)OC